(1,5,5-trimethylcyclohexane-1-yl)methane CC1(CCCC(C1)(C)C)C